5-bromo-3-methyl-1-[[3-(trifluoromethyl)cyclobutyl]methyl]pyrazole BrC1=CC(=NN1CC1CC(C1)C(F)(F)F)C